N-(5-(6-(1-methyl-1H-pyrazol-4-yl)pyrazolo[1,5-a]pyridin-4-yl)-5-azaspiro[2.4]heptan-7-yl)acrylamide CN1N=CC(=C1)C=1C=C(C=2N(C1)N=CC2)N2CC1(CC1)C(C2)NC(C=C)=O